COC(NC1=NC=C(C=C1)C1=CN=C2N1C=C(C=C2)C(=O)N2CCCC1=CC(=CC=C21)F)=O.ClCC2=CC=C(C=C2)C 1-[4-(chloromethyl)phenyl]methane methyl-N-[5-[6-(6-fluoro-3,4-dihydro-2H-quinoline-1-carbonyl)imidazo[1,2-a]pyridin-3-yl]-2-pyridyl]carbamate